CS1C(=NN=C1C(N[C@@H]1CC[C@H](CC1)OC1CC1)=O)C=1C(=C(C=NC1)C(=O)N)C1=CC=NC=C1 5-{methyl-[(trans-4-cyclopropoxycyclohexyl)carbamoyl]-1,3,4-thiadiazol-2-yl}-[4,4'-bipyridine]-3-carboxamide